C(C)(=O)C1=C(C=C(C=C1)Cl)C1=CC(N(C=C1OC)C(C(=O)NC1=CC=C(C(=O)O)C=C1)CC=1SC=CN1)=O 4-(2-(4-(2-acetyl-5-chlorophenyl)-5-methoxy-2-oxopyridin-1(2H)-yl)-3-(thiazol-2-yl)propionylamino)benzoic acid